4-cyclohexanedidecanol C1(CCC(CC1)CCCCCCCCCCO)CCCCCCCCCCO